boran phosphate P(=O)(O)(O)O.B